3-bromo-2,4-dichloro-5,6-dimethylpyridine BrC=1C(=NC(=C(C1Cl)C)C)Cl